4-({5-chloro-2-[(1-oxoisoindol-5-yl)amino]pyrimidin-4-yl}amino)piperidine-1-carboxamide ClC=1C(=NC(=NC1)NC=1C=C2C=NC(C2=CC1)=O)NC1CCN(CC1)C(=O)N